[GeH3-] Germanid